ClC=1C=C(CC2CCN(CC2)CC=2NC(=NN2)C2=CNC3=CC(=CC=C23)OC)C=CC1Cl 3-(5-((4-(3,4-dichlorobenzyl)piperidin-1-yl)methyl)-4H-1,2,4-triazol-3-yl)-6-methoxy-1H-indole